FC(C1=CC=C(C=N1)CNC1CC1)F N-[[6-(difluoromethyl)-3-pyridyl]methyl]cyclopropanamine